ClC1=C(C=CC=C1)C1=NOC(=C1COC1CCN(CC1)C1=CC=C(C=C1)C1=NOC(N1)=O)C1CC1 3-(4-(4-((3-(2-chlorophenyl)-5-cyclopropylisoxazol-4-yl)methoxy)piperidin-1-yl)phenyl)-1,2,4-oxadiazol-5(4H)-one